FC(N1N=C2C=C(C=C(C2=C1)S(N)(=O)=O)NC(CC1=C(C=CC=C1)OC)=O)F N-(2-(difluoromethyl)-4-sulfamoyl-2H-indazol-6-yl)-2-(2-methoxyphenyl)acetamide